FC1=C(C=CC(=C1)C=O)C=1N=C2SC3=C(N2C1)C=CC(=C3)C(=O)NCCCN3CCCCC3 2-(2-fluoro-4-formylphenyl)-N-(3-(piperidin-1-yl)propyl)benzo[d]imidazo[2,1-b]thiazole-7-carboxamide